OC1CC(C1)OCCC1CC(C1)CCOC1CN(C1)C(=O)OC(C)(C)C tert-butyl 3-(2-(3-(2-((1s,3s)-3-hydroxycyclobutoxy)ethyl)cyclobutyl)ethoxy)azetidine-1-carboxylate